C(C)(C)(C)OC(=O)N1[C@@H]([C@H](C1)NS(=O)(=O)CCCCl)C (2R,3S)-3-((3-chloropropyl)sulfonamido)-2-methylazetidine-1-carboxylic acid tert-butyl ester